C(C1=CC=CC=C1)O[C@@](CCCOC(CNC(OC(C)(C)C)=O)(C)C)(C(F)(F)F)C(NNC(=O)OCC1=CC=CC=C1)=O tert-Butyl N-[2-[(4R)-4-benzyloxy-4-(benzyloxycarbonylaminocarbamoyl)-5,5,5-trifluoro-pentoxy]-2-methyl-propyl]carbamate